ClC1=CC=C2C(=NN=CC2=C1)Cl 7,4-dichlorophthalazine